methyl-ethyl-2,4-epoxycyclohexyl-carboxylate CC12C(CCC(C1)O2)(C(=O)[O-])CC